CC1=C(OC(C(=O)OCC)(C)C)C(=CC(=C1)N1CCN(CC1)CC1=CC=C(C=C1)C(F)(F)F)C Ethyl 2-(2,6-dimethyl-4-(4-(4-(trifluoromethyl) benzyl) piperazin-1-yl) phenoxy)-2-methylpropionate